Tert-butyl ((6-methyl-4-(trifluoromethyl)pyridin-2-yl)methyl)carbamate CC1=CC(=CC(=N1)CNC(OC(C)(C)C)=O)C(F)(F)F